2-(tert-butoxycarbonylamino)-4-(trifluoromethoxy)benzoic acid C(C)(C)(C)OC(=O)NC1=C(C(=O)O)C=CC(=C1)OC(F)(F)F